O1CSC2=C1C=C(C=C2)C2=CC(=C(OCC1CCN(CC1)C(CC(C)C)=O)C=C2)F 1-(4-((4-(benzo[d][1,3]oxathiolan-6-yl)-2-fluorophenoxy)methyl)piperidin-1-yl)-3-methylbutan-1-one